N,N',N''-triacryloyldiethylenetriamine C(C=C)(=O)NCCN(CCNC(C=C)=O)C(C=C)=O